4-(tert-butyl)-1-isopropyl-N-(1-(3,4,5-trimethoxyphenyl)-1H-imidazol-4-yl)-1H-pyrazolo[3,4-d]pyrimidin-6-amine C(C)(C)(C)C1=C2C(=NC(=N1)NC=1N=CN(C1)C1=CC(=C(C(=C1)OC)OC)OC)N(N=C2)C(C)C